O1COC=2C=CC=3C=C(C=NC3C21)C(=O)O [1,3]dioxolo[4,5-h]quinolin-7-carboxylic acid